N-(3-METHYLIMIDAZO[1,5-A]PYRIDIN-5-YL)-1-(4-(TRIFLUOROMETHYL)PYRIDIN-2-YL)-1H-PYRAZOLE-4-SULFONAMIDE CC1=NC=C2N1C(=CC=C2)NS(=O)(=O)C=2C=NN(C2)C2=NC=CC(=C2)C(F)(F)F